tert-butyl (3S)-3-[4-[3-methyl-4-([1,2,4]triazolo[1,5-a]pyridin-7-yloxy)anilino] quinazolin-6-yl]piperidine-1-carboxylate CC=1C=C(NC2=NC=NC3=CC=C(C=C23)[C@H]2CN(CCC2)C(=O)OC(C)(C)C)C=CC1OC1=CC=2N(C=C1)N=CN2